C(C)(C)(C)OC(=O)N1C=C(C2=C(C=CC=C12)OC)CC(=O)N(C(C)C)C(C)C 3-(2-(diisopropylamino)-2-oxoethyl)-4-methoxy-1H-indole-1-carboxylic acid tert-butyl ester